C(C1=CC=CC=C1)OCC[B-](F)(F)F.[K+] potassium (2-benzyloxyethyl)trifluoroborate